CC/C=C\CC=O (Z)-3-hexanal